2-[6-(1-methylcyclopropyl)-1-oxospiro[3H-isoquinoline-4,1'-cyclopropane]-2-yl]acetic acid CC1(CC1)C=1C=C2C(=CC1)C(N(CC21CC1)CC(=O)O)=O